(ethylamino)triallyl-silane C(C)N[Si](CC=C)(CC=C)CC=C